1-(6-octylnaphthalene-2-yl)-N1-phenyl-benzene-1,4-diamine C(CCCCCCC)C=1C=C2C=CC(=CC2=CC1)C1(CC=C(C=C1)N)NC1=CC=CC=C1